6-[(2S)-2-aminobutyl]-2-chloro-7-methyl-N-[(1,3-thiazol-2-yl)methyl]thieno[3,2-d]pyrimidin-4-amine dihydrochloride Cl.Cl.N[C@H](CC1=C(C=2N=C(N=C(C2S1)NCC=1SC=CN1)Cl)C)CC